rel-2-((3R,4R)-4-(((5-fluoro-6-((3R,5S)-3-methyl-5-(3-(trifluoromethyl)phenyl)morpholino)pyrimidin-4-yl)amino)methyl)-3-hydroxypiperidin-1-yl)acetamide FC=1C(=NC=NC1N1[C@@H](COC[C@@H]1C1=CC(=CC=C1)C(F)(F)F)C)NC[C@@H]1[C@H](CN(CC1)CC(=O)N)O |o1:8,12,26,27|